FC1=C(C(=O)N(C2=NC=CC3=CC=CC(=C23)C)[C@H]2CN(CCC2)C(=O)OC(C)(C)C)C=CC(=C1)NC1=NC=CC(=N1)CCCOC tert-butyl (R)-3-(2-fluoro-4-((4-(3-methoxypropyl) pyrimidin-2-yl) amino)-N-(8-methylisoquinolin-1-yl)benzamido)piperidine-1-carboxylate